NC=1C2=C(N=CN1)N(C(=C2C#CC2=CC(=CC(=C2)OC)OC)C2CC2)[C@@H]2CN(CC2)C(C=C)=O (S)-1-(3-(4-amino-6-cyclopropyl-5-((3,5-dimethoxyphenyl)ethynyl)-7H-pyrrolo[2,3-d]pyrimidin-7-yl)pyrrolidin-1-yl)prop-2-en-1-one